N-(4-Chloro-2-methoxy-6-morpholin-4-yl-pyridin-3-yl)-propionamide ClC1=C(C(=NC(=C1)N1CCOCC1)OC)NC(CC)=O